(Z)-but-2-enenitrile C(\C=C/C)#N